(2,2,2-trifluoroethoxy)Ethanamine hydrochloride Cl.FC(COC(C)N)(F)F